(1R,8S,Z)-bicyclo[6.1.0]non-4-ene-9-carboxylic acid ethyl ester C(C)OC(=O)C1[C@H]2CC\C=C/CC[C@@H]12